OC(C)(C)C1=CC=C(C=N1)C=1N=C2C(=NC1)NC(CN2C2=CC=CC=C2)=O 6-(6-(2-hydroxypropan-2-yl)pyridin-3-yl)-4-phenyl-3,4-dihydropyrazino[2,3-b]pyrazin-2(1H)-one